CC(C)(C1=CC=C(C=C1)C(C)(C)C2=CC=C(C=C2)N)C3=CC=C(C=C3)N 4,4'-(p-phenylenediisopropylidene)dianiline